1-aminocyclopropylcarbinol NC1(CC1)CO